C1(CC1)NC1=NC=CC(=N1)O[C@@H]1CN(CC1)CC(=O)NC=1C=CC=C2C(=CNC12)C1=NC(=NC=C1C)NC=1C=C2N(N1)CCC2 (S)-2-(3-((2-(cyclopropylamino)pyrimidin-4-yl)oxy)pyrrolidin-1-yl)-N-(3-(2-((5,6-dihydro-4H-pyrrolo[1,2-b]pyrazol-2-yl)amino)-5-methylpyrimidin-4-yl)-1H-indol-7-yl)acetamide